[C@@]12(CNCC2C1)CN1N=C2N=C(C=CC2=C1)Cl |r| (R and S)-2-((3-azabicyclo[3.1.0]hexan-1-yl)methyl)-6-chloro-2H-pyrazolo[3,4-b]pyridine